4-(4-((1-(4-((R)-2-(3-Chloro-4-cyanophenyl)-3-methyl-2,8-diazaspiro[4.5]decan-8-yl)benzoyl)piperidin-4-yl)methyl)piperazin-1-yl)-N-(2,6-dioxopiperidin-3-yl)benzamide ClC=1C=C(C=CC1C#N)N1CC2(C[C@H]1C)CCN(CC2)C2=CC=C(C(=O)N1CCC(CC1)CN1CCN(CC1)C1=CC=C(C(=O)NC3C(NC(CC3)=O)=O)C=C1)C=C2